(S)-2-((R)-4-((3R,5R,8R,9S,10S,12S,13R,14S,17R)-3,12-dihydroxy-10,13-dimethyl-hexadecahydro-1H-cyclopenta[a]phenanthren-17-yl)pentanamido)-3-(1H-indol-3-yl)propanoic acid O[C@@H]1CC[C@@]2([C@H]3C[C@@H]([C@@]4([C@H](CC[C@H]4[C@@H]3CC[C@@H]2C1)[C@@H](CCC(=O)N[C@H](C(=O)O)CC1=CNC2=CC=CC=C12)C)C)O)C